C(CCCCCCC)C(COC(CCCCCCC\C=C/CCCC)=O)CCCCCCCCCC (Z)-9-tetradecenoic acid 2-octyldodecyl ester